1,5-Diisobutyl-3-tert-butyl-4-hydroxy-pyrazol C(C(C)C)N1N=C(C(=C1CC(C)C)O)C(C)(C)C